(R)-2'-chloro-N-(6-(4-chlorophenyl)-4,5,6,7-tetrahydrobenzo[d]thiazol-2-yl)-5'-methoxy-6-methyl-[4,4'-bipyridine]-3-carboxamide ClC1=NC=C(C(=C1)C1=C(C=NC(=C1)C)C(=O)NC=1SC2=C(N1)CC[C@H](C2)C2=CC=C(C=C2)Cl)OC